tert-Butyl 4-(7-methoxy-2,4-dioxo-2,3,4,5-tetrahydro-1H-benzo[b][1,4]diazepin-1-yl)phenylcarbamate COC1=CC2=C(N(C(CC(N2)=O)=O)C2=CC=C(C=C2)NC(OC(C)(C)C)=O)C=C1